C(CCC)C1=NC=2C(=C3C(=NC2N)C=C(S3)C3CCOCC3)N1CC1CCNCC1 2-butyl-1-(hexahydropyridin-4-ylmethyl)-7-(3,4,5,6-tetrahydro-2H-pyran-4-yl)thieno[3,2-b]imidazo[4,5-d]pyridine-4-amine